NC=1C=2N(C(=CN1)C1CC1)C(=NC2C#CC2=C(C(=NC(=C2F)OC)OC)F)[C@@H]2CN(CC2)C(C=C)=O (S)-1-(3-(8-amino-5-cyclopropyl-1-((3,5-difluoro-2,6-dimethoxypyridin-4-yl)ethynyl)imidazo[1,5-a]pyrazin-3-yl)pyrrolidin-1-yl)prop-2-en-1-one